bis(4-fluorobenzoyl) peroxide FC1=CC=C(C(=O)OOC(C2=CC=C(C=C2)F)=O)C=C1